[Cl-].CN(S(=O)(=O)N)C(C)C N-methyl-N-isopropyl-sulfamide chloride